3-(6-Methoxypyridin-3-yl)-4,6-dihydro-pyrrolo[3,4-c]pyrazole-5(1H)-carbonitrile COC1=CC=C(C=N1)C=1C2=C(NN1)CN(C2)C#N